Cl(=O)(=O)(=O)[O-].O=[N+]=O nitronium perchlorate